CC=1C=CC(=NC1)C1=NNC(=C1)N 3-(5-methylpyridin-2-yl)-1H-pyrazol-5-amine